N-(2-methylsulfonylethyl)benzamide CS(=O)(=O)CCNC(C1=CC=CC=C1)=O